tert-butyl 4-[3-[cyano-(3-ethoxy-3-oxo-propyl)amino]phenyl]piperidine-1-carboxylate C(#N)N(C=1C=C(C=CC1)C1CCN(CC1)C(=O)OC(C)(C)C)CCC(=O)OCC